trisodium 1,3,5-benzenetrisulfonate C1(=CC(=CC(=C1)S(=O)(=O)[O-])S(=O)(=O)[O-])S(=O)(=O)[O-].[Na+].[Na+].[Na+]